N[C@@H](C(C)C)C(=O)OCN1N=C(C=C1C)C1=NN2C(N=C(C=C2N2CCOCC2)N2N=C(C=C2)C=2C=C(C=CC2)C)=C1 (5-methyl-3-(7-morpholino-5-(3-(m-tolyl)-1H-pyrazol-1-yl)pyrazolo[1,5-a]pyrimidin-2-yl)-1H-pyrazol-1-yl)methyl valinate